C1(CC1)CN1N=C(C2=CC=CC=C12)C(=O)O 1-(cyclopropylmethyl)-1H-indazole-3-carboxylic acid